N-(tert-butyl)-3-((2-((6-(4-((2-(2,6-dioxopiperidin-3-yl)-6-fluoro-1,3-dioxoisoindolin-5-yl)methyl)piperazin-1-yl)pyridazin-3-yl)amino)-5-methylpyrimidin-4-yl)amino)benzenesulfonamide C(C)(C)(C)NS(=O)(=O)C1=CC(=CC=C1)NC1=NC(=NC=C1C)NC=1N=NC(=CC1)N1CCN(CC1)CC=1C=C2C(N(C(C2=CC1F)=O)C1C(NC(CC1)=O)=O)=O